NC=1C=C(C=CC1O[Si](C)(C)C(C)(C)C)CC(CC(C(=O)O)C)NC(=O)OC(C)(C)C.NC=1C=NN(C1N)CC1=CC=C(C=C1)Cl 4,5-diamino-1-(4'-chlorobenzyl)pyrazole 5-(3-amino-4-((tert-butyldimethylsilyl)oxy)phenyl)-4-((tert-butoxycarbonyl)amino)-2-methylpentanoate